2-methyl-5-(1-mercaptomethyl)-thiophene CC=1SC(=CC1)CS